4-[3-[2,6-Dichloro-4-[(2R,5S)-2,4,5-trimethylpiperazin-1-yl]benzoyl]-2,4-dihydro-1,3-benzoxazin-8-yl]-5-fluoro-2-(3-oxa-8-azabicyclo[3.2.1]octan-8-yl)benzoic acid ClC1=C(C(=O)N2COC3=C(C2)C=CC=C3C3=CC(=C(C(=O)O)C=C3F)N3C2COCC3CC2)C(=CC(=C1)N1[C@@H](CN([C@H](C1)C)C)C)Cl